BrC1=C(C(=NC=C1)F)C(C#CC(=O)OCC)O ethyl 4-(4-bromo-2-fluoropyridin-3-yl)-4-hydroxybut-2-ynoate